COC1=CC=2SC3NC(=CN3C2C=C1)C(=O)O 10-Methoxy-7-thia-2,5-diazatricyclo[6.4.0.02,6]dodeca-1(8),3,9,11-tetraene-4-carboxylic acid